2,2-difluoro-1,3-benzodioxole-5-formic acid FC1(OC2=C(O1)C=CC(=C2)C(=O)O)F